2-methyl-2,3-dihydro-1H-inden-1-amine CC1C(C2=CC=CC=C2C1)N